CC1(CC2=NC(=C(C(=C2CO1)C=1C(=C(C=C2C=NN(C12)C)C)C)C#N)N1CC2(CN(C2)C(C=C)=O)CC1)C (P)-7,7-dimethyl-2-(2-(2-propenoyl)-2,6-diazaspiro[3.4]octan-6-yl)-4-(1,5,6-trimethyl-1H-indazol-7-yl)-7,8-dihydro-5H-pyrano[4,3-b]pyridine-3-carbonitrile